C(C)(C)(C)OC(=O)NCCCNC(=O)C1=CC=C(C=C1)C1=CC(=CC(=C1)N1N=NC(=C1)C1=CC=C(C=C1)C(F)(F)F)C(=O)OC Methyl 4'-((3-((tert-butoxycarbonyl) amino) propyl) carbamoyl)-5-(4-(4-(trifluoromethyl) phenyl)-1H-1,2,3-triazol-1-yl)-[1,1'-biphenyl]-3-carboxylate